FC1=C(C=CC(=C1)C(F)(F)F)NC1=C2CCNCC2=CC=C1 5-((2-fluoro-4-(trifluoromethyl)phenyl)amino)-1,2,3,4-tetrahydroisoquinoline